COC(=O)C1=CC(=CC2=C1N(C=N2)CC2=CC=C(C=C2)C(F)(F)F)Br 5-bromo-1-(4-(trifluoromethyl)benzyl)-1H-benzo[d]imidazole-7-carboxylic acid methyl ester